ClC=1C=C(CC=2C=C(SC2C)C(=O)C=2C=NC=NC2)C=CC1 5-{[4-(3-chlorobenzyl)-5-methyl-2-thienyl]carbonyl}pyrimidin